1-(tert-butoxy)-N,N,N-trimethyl-1-oxoheptan-4-aminium C(C)(C)(C)OC(CCC(CCC)[N+](C)(C)C)=O